C(C)(C)(C)OC(=O)N1C2CN(CC1CC2)C=2C=1N(N=CC2)C=C(C1)Br.C(C)(C)(C)NSC=1SC2=C(N1)C=CC=C2 N-tertiarybutyl-2-benzothiazolesulfenamide tert-butyl-3-(6-bromopyrrolo[1,2-b]pyridazin-4-yl)-3,8-diazabicyclo[3.2.1]octane-8-carboxylate